4-fluoro-3-[2-({[3-fluoro-1-(3-fluoro(2-pyridyl))cyclobutyl]methyl}amino)pyrimidin-5-yl]benzamide FC1=C(C=C(C(=O)N)C=C1)C=1C=NC(=NC1)NCC1(CC(C1)F)C1=NC=CC=C1F